O=C1NC(CCC1N1CC2=CC=C(C=C2C1=O)N1CCC(CC1)C=O)=O 1-[2-(2,6-dioxo-3-piperidyl)-3-oxo-isoindolin-5-yl]piperidine-4-carbaldehyde